(E)-3-(6-(thiophen-3-yl)pyridin-2-yl)-1-(2-(trifluoromethyl)phenyl)prop-2-en-1-one S1C=C(C=C1)C1=CC=CC(=N1)/C=C/C(=O)C1=C(C=CC=C1)C(F)(F)F